ClC=1C(=NC(=NC1)NC1CCN(CC1)CC1=C(C=CC=C1)C1C(NC(CC1)=O)=O)C=1C=NN(C1CC1CC1)C 3-(2-((4-((5-chloro-4-(5-(cyclopropylmethyl)-1-methyl-1H-pyrazol-4-yl)pyrimidin-2-yl)amino)piperidin-1-yl)methyl)phenyl)piperidine-2,6-dione